COC(CCCC(C)C)OC 2-dimethoxybutyl-propane